2-amino-6-(3,5-dichlorophenyl)isonicotinic acid methyl ester COC(C1=CC(=NC(=C1)C1=CC(=CC(=C1)Cl)Cl)N)=O